(S)-benzyl 2-((2S,3R)-3-(((benzyloxy)carbonyl)amino)-2-hydroxy-4-phenylbutanamido)-3-(4-(trifluoromethoxy)phenyl)propanoate C(C1=CC=CC=C1)OC(=O)N[C@@H]([C@@H](C(=O)N[C@H](C(=O)OCC1=CC=CC=C1)CC1=CC=C(C=C1)OC(F)(F)F)O)CC1=CC=CC=C1